iso-Butylamin C(C(C)C)N